N-octadecyl-N-hexadecyl-tolylammonium tetrakis(perfluorophenyl)borate FC1=C(C(=C(C(=C1F)F)F)F)[B-](C1=C(C(=C(C(=C1F)F)F)F)F)(C1=C(C(=C(C(=C1F)F)F)F)F)C1=C(C(=C(C(=C1F)F)F)F)F.C(CCCCCCCCCCCCCCCCC)[NH+](CCCCCCCCCCCCCCCC)C1=C(C=CC=C1)C